BrC=1C(=NC(=NC1)C)C(=O)OC Methyl 5-bromo-2-methylpyrimidine-4-carboxylate